(R)-4-(1-aminoethyl)-N-(4-chlorophenyl)-6-morpholino-1,3,5-triazin-2-amine N[C@H](C)C1=NC(=NC(=N1)N1CCOCC1)NC1=CC=C(C=C1)Cl